N,N'-(1,2-phenylene)bis(2-bromoacetamide) C1(=C(C=CC=C1)NC(CBr)=O)NC(CBr)=O